FC1=CC(=C(OC2=C(C(=O)NC3=CC(=C(C=C3)F)I)C=CC(=C2)C(F)(F)F)C=C1)C 2-(4-fluoro-2-methylphenoxy)-N-(4-fluoro-3-iodophenyl)-4-(trifluoromethyl)benzamide